methyl 2-(2-(benzyloxy)-5-bromophenoxy)-4-bromobutyrate C(C1=CC=CC=C1)OC1=C(OC(C(=O)OC)CCBr)C=C(C=C1)Br